N-(4-cyano-3-methyl-phenyl)-5-phenyl-1H-pyrrole-3-sulfonamide C(#N)C1=C(C=C(C=C1)NS(=O)(=O)C1=CNC(=C1)C1=CC=CC=C1)C